Caproic acid trans-2-hexenyl ester C(\C=C\CCC)OC(CCCCC)=O